N-(3',4'-dichlorophenyl)propanamide ClC=1C=C(C=CC1Cl)NC(CC)=O